(2S,4S)-tert-butyl 4-amino-2-(hydroxymethyl)pyrrolidine-1-carboxylate N[C@H]1C[C@H](N(C1)C(=O)OC(C)(C)C)CO